ClC=1C=NN(C1)C1=CC=C(C(=N1)C=1C=NC=2N(C1)N=C(C2)C(F)(F)F)S(=O)(=O)CC 6-(6-(4-chloro-1H-pyrazol-1-yl)-3-(ethylsulfonyl)pyridin-2-yl)-2-(trifluoromethyl)pyrazolo[1,5-a]pyrimidine